F[C@]1(C[C@@H](N(CC1)CC1=CC=C(C=C1)OC)C)C(=O)OC |r| methyl rac-(2S,4R)-4-fluoro-1-[(4-methoxyphenyl)methyl]-2-methyl-piperidine-4-carboxylate